COC(=O)C=1C(=NC(=CC1C)Cl)OC.BrCC1=C(C(=NC(=C1)Cl)OC)C(=O)OC Methyl 4-(bromomethyl)-6-chloro-2-methoxypyridine-3-carboxylate Methyl-6-chloro-2-methoxy-4-methylpyridine-3-carboxylate